(S)-1-(2-((R)-3-hydroxypyrrolidin-1-yl)acetyl)pyrrolidine-2-carbonitrile O[C@H]1CN(CC1)CC(=O)N1[C@@H](CCC1)C#N